FC=1C=CC(=C(C1)C=1C=NC=2CCN(CC2C1)C1=NC=NC2=CC=C(C=C12)OC)C 4-(3-(5-fluoro-2-methylphenyl)-7,8-dihydro-1,6-naphthyridin-6(5H)-yl)-6-methoxyquinazoline